FCC(CN(CCC(C(=O)O)NC(CC(C(F)(F)F)(C)C)=O)CCCCC1=NC=2NCCCC2C=C1)OC 4-[[3-fluoro-2-methoxy-propyl]-[4-(5,6,7,8-tetrahydro-1,8-naphthyridin-2-yl)butyl]amino]-2-[(4,4,4-trifluoro-3,3-dimethyl-butanoyl)amino]butanoic acid